1,5-dichlorohexane ClCCCCC(C)Cl